CN1CCN(CC1)C1=NC(=NC(=C1)NCC1=CC(=C(C=C1)OC)OC)NC=1SC(=C(N1)C)C(=O)OCC 2-[[4-[4-Methylpiperazin-1-yl]-6-[[(3,4-dimethoxyphenyl)methyl]amino]-2-pyrimidinyl]amino]-4-methyl-5-thiazolecarboxylic acid, ethyl ester